phenol propynoate C(C#C)(=O)OC1=CC=CC=C1